1-chloro-N,N-diethyl-1,1-diphenyl-1-(phenylmethyl)phosphaneamine ClP(N(CC)CC)(CC1=CC=CC=C1)(C1=CC=CC=C1)C1=CC=CC=C1